Chloro[(S,S)-N-[2-(4-methylbenzyloxy)ethyl]-N'-(p-toluenesulfonyl)-1,2-diphenylethylenediamine] ruthenium (II) [Ru+2].ClN([C@H]([C@@H](NCCOCC1=CC=C(C=C1)C)C1=CC=CC=C1)C1=CC=CC=C1)S(=O)(=O)C1=CC=C(C)C=C1